BrC1=C(C=C2C(=NC(=NC2=C1F)F)N1C[C@@H](N(CC1)C(=O)OC(C)(C)C)CC#N)Cl tert-butyl (2S)-4-(7-bromo-6-chloro-2,8-difluoro-quinazolin-4-yl)-2-(cyanomethyl)piperazine-1-carboxylate